COC(C(C(C1CCOCC1)=O)F)=O 2-fluoro-3-oxo-3-(tetrahydro-pyran-4-yl)-propionic acid methyl ester